CC[C@H](C)C(=O)C[C@H]1C2=COC(=CC2=CC(=O)[C@]1(C)O)C The molecule is an azaphilone that is 7,8-dihydro-6H-isochromene substituted by a hydroxy group at position 7, methyl groups at positions 3 and 7 and a 3-methyl-2-oxopentyl group at position 8. It has been isolated from the culture of the mangrove endophytic fungus Penicillium chermesinum. It has a role as a Penicillium metabolite. It is an azaphilone, an enone, a member of isochromenes, a tertiary alcohol and a tertiary alpha-hydroxy ketone.